6-bromo-3,4-dihydroisoquinoline-2(1H)-carboxylic acid tert-butyl ester C(C)(C)(C)OC(=O)N1CC2=CC=C(C=C2CC1)Br